N1[C@@H](CCC1)C=1C=C(C=C2CCOCC12)C=1C=C(C(=NC1)N)C=1SC=CN1 (S)-5-(8-(pyrrolidin-2-yl)isochromane-6-yl)-3-(thiazol-2-yl)pyridin-2-amine